CC1(C2=CC=CC=C2N=C2C=CC(C=C12)=O)C 9,9-dimethyl-2(9H)-acridone